C(C)N1C[C@@H](CCC1)NC1=CC=C(N=N1)C1=C(C=C(C#N)C=C1C)O 4-[6-[[(3R)-1-ethyl-3-piperidinyl]amino]pyridazin-3-yl]-3-hydroxy-5-methyl-benzonitrile